1-cyclopropyl-N'-[1-(cyclopropylmethyl)-2-oxo-7,8-dihydro-5H-pyrano[3,4-b]pyrazin-3-yl]cyclopropanecarbohydrazide C1(CC1)C1(CC1)C(=O)NNC=1C(N(C2=C(N1)COCC2)CC2CC2)=O